NC1CC(C1)OC1=CC2=C(C=C(O2)CCCC=2OC3=C(C2)C=C(C=C3)OC3CC(C3)NC)C=C1 (1s,3s)-3-((2-(3-(6-((1s,3s)-3-aminocyclobutoxy)benzofuran-2-yl)propyl)benzofuran-5-yl)oxy)-N-methylcyclobutan-1-amine